6-bromo-7,8-dihydrofuro[2,3-c][1,2,4]triazolo[1,5-a]pyridine BrC=1C2=C(C=3N(C1)N=CN3)OCC2